C(C)(C)(C)OC(=O)N1CCC(CC1)OC1=CC=CC=2N(C(N(C21)C)=O)C2C(N(C(CC2)=O)CC2=CC=C(C=C2)OC)=O.[N+](=O)([O-])C2=C(C=CC=C2)NS(=O)(=O)C N-(2-nitrophenyl)methanesulfonamide tert-butyl-4-[1-[1-[(4-methoxyphenyl)methyl]-2,6-dioxo-3-piperidyl]-3-methyl-2-oxo-benzimidazol-4-yl]oxypiperidine-1-carboxylate